({1-[3-(2-methoxyethyl)-7-morpholino-3H-1,3,4-triazainden-5-yl]-3-(m-tolyl)-1H-1,2,4-triazol-5-yl}methyl)amine COCCN1C=NC2=C(C=C(N=C12)N1N=C(N=C1CN)C=1C=C(C=CC1)C)N1CCOCC1